N-(2,2,2-trichloroethoxycarbonyl)leucine ClC(COC(=O)N[C@@H](CC(C)C)C(=O)O)(Cl)Cl